methyl α-hydroxyoctanoate OC(C(=O)OC)CCCCCC